2-[5-[7-[1-[2-(methylamino)ethyl]pyrazol-4-yl]-1,5-naphthyridin-2-yl]-4-(6-methyl-2-pyridyl)triazol-1-yl]acetic acid CNCCN1N=CC(=C1)C1=CN=C2C=CC(=NC2=C1)C1=C(N=NN1CC(=O)O)C1=NC(=CC=C1)C